Benzyl (2R,4R)-2-[(4-tert-butylphenyl)-[2-(cyclohexylamino)-1-methyl-2-oxo-1-(3-pyridyl)ethyl]carbamoyl]-4-methoxy-pyrrolidine-1-carboxylate C(C)(C)(C)C1=CC=C(C=C1)N(C(=O)[C@@H]1N(C[C@@H](C1)OC)C(=O)OCC1=CC=CC=C1)C(C(=O)NC1CCCCC1)(C=1C=NC=CC1)C